ClC=1C=C(C=C(C1OCCCCl)Cl)C(C)(C)C1=CC=C(C=NO)C=C1 4-(2-(3,5-dichloro-4-(3-chloropropoxy)phenyl)propan-2-yl)benzaldoxime